O1-tert-butyl O2-methyl (2S,4S)-4-(p-tolylsulfonyloxy)pyrrolidine-1,2-dicarboxylate C1(=CC=C(C=C1)S(=O)(=O)O[C@H]1C[C@H](N(C1)C(=O)OC(C)(C)C)C(=O)OC)C